C(C1=CC=CC=C1)OC1=CC=C(C=C1)C[C@@H](C(=O)OC)NC(CC1CCN(CC1)S(=O)(=O)C=1C=NC=CC1)=O Methyl (S)-3-(4-(benzyloxy)phenyl)-2-(2-(1-(pyridin-3-ylsulfonyl)piperidin-4-yl)acetamido)-propanoate